C(C1=CC=CC=C1)N1C2C(C3(N=CC2C(CC1)C3)C(=O)NCC3=CC=CC=C3)CC(C)C 4-benzyl-1-benzylaminocarbonyl-2-isobutyl-4,10-diazatricyclo[5.3.1.03,8]undeca-9-ene